(S)-N-(2-(2-(2-((3,4-dimethoxybenzyl)amino)-2-oxoacetyl)pyrrolidin-1-yl)-2-oxoethyl)-7-(2-(6-hydrazinylnicotinamido)ethoxy)quinoline-4-carboxamide COC=1C=C(CNC(C(=O)[C@H]2N(CCC2)C(CNC(=O)C2=CC=NC3=CC(=CC=C23)OCCNC(C2=CN=C(C=C2)NN)=O)=O)=O)C=CC1OC